COC(=O)[C@H]1N(CCC1)C1CN(S(C1)(=O)=O)CC1=CC=CC=C1 (2S)-1-(2-benzyl-1,1-dioxo-1,2-thiazolidin-4-yl)pyrrolidine-2-carboxylic acid methyl ester